C(C)(=O)N1CC(C1)C1=NN(C=2C=CC=C(C12)C1=C(C=C2C=NN(C2=C1)C)F)CC(=O)N(CC(=O)NCC(=O)O)C N-(2-(3-(1-acetylazetidin-3-yl)-5'-fluoro-1'-methyl-1H,1'H-[4,6'-biindazol]-1-yl)acetyl)-N-methylglycylglycine